P(=O)(=O)O[Si](O)(O)O Phosphosilicic acid